FC1=C(C=CC=C1F)/C=C/CC(=O)O (E)-4-(2,3-difluorophenyl)but-3-enoic acid